FC=1C=C2C=C(C(NC2=CC1)=O)C=1N=NN(C1)C1=CC=C(C=C1)N(C(C)=O)C N-{4-[4-(6-fluoro-2-oxo-1,2-dihydro-quinolin-3-yl)-[1,2,3]triazol-1-yl]-phenyl}-N-methyl-acetamide